2-{3-[3-(3,4-dimethoxyphenyl)propanoyl]phenoxy}ethyl 4-methylbenzenesulfonate CC1=CC=C(C=C1)S(=O)(=O)OCCOC1=CC(=CC=C1)C(CCC1=CC(=C(C=C1)OC)OC)=O